CC1=NC=2C(=NC(=CC2)C=2C=CN3N=C(N=CC32)NCC3OCCC3)N1C 5-(2,3-dimethyl-3H-imidazo[4,5-b]pyridin-5-yl)-N-((tetrahydrofuran-2-yl)methyl)pyrrolo[2,1-f][1,2,4]triazin-2-amine